octadecanoic acid (S)-1-((S)-1-carboxy-ethoxycarbonyl)-ethyl ester C(=O)(O)[C@H](C)OC(=O)[C@H](C)OC(CCCCCCCCCCCCCCCCC)=O